N-(6-(Aminomethyl)-2,4-dimethylpyridin-3-yl)-4-(2,5-dichlorophenyl)pyrimidine-2-carboxamide NCC1=CC(=C(C(=N1)C)NC(=O)C1=NC=CC(=N1)C1=C(C=CC(=C1)Cl)Cl)C